cis-3-((4-(4-chlorophenyl)phthalazin-1-yl)amino)-1-(trifluoromethyl)cyclohexanol ClC1=CC=C(C=C1)C1=NN=C(C2=CC=CC=C12)N[C@@H]1C[C@@](CCC1)(O)C(F)(F)F